5-fluoro-2-[2-[(4-fluorophenoxy)methyl]imidazo[1,2-a]pyrimidin-6-yl]aniline FC=1C=CC(=C(N)C1)C=1C=NC=2N(C1)C=C(N2)COC2=CC=C(C=C2)F